FC1CCN(CC1)C1=CC=C(C=C1)N1C(N(CC1)C1=NC(=CC=C1)C1=NN=CN1C(C)C)=O 1-(4-(4-fluoropiperidin-1-yl)phenyl)-3-(6-(4-isopropyl-4H-1,2,4-triazol-3-yl)pyridin-2-yl)imidazolidin-2-one